3-(2,3-dihydroxypropyl)-6-(4-morpholinophenyl)-8-(pyridin-3-yl)pyrido[3,4-d]pyrimidin-4(3H)-one OC(CN1C=NC2=C(C1=O)C=C(N=C2C=2C=NC=CC2)C2=CC=C(C=C2)N2CCOCC2)CO